(S)-3-((6-(4,6-bis(((R)-1,1,1-trifluoropropan-2-yl)amino)-1,3,5-triazin-2-yl)pyridin-2-yl)thio)-2-methylpropanoic acid FC([C@@H](C)NC1=NC(=NC(=N1)N[C@@H](C(F)(F)F)C)C1=CC=CC(=N1)SC[C@H](C(=O)O)C)(F)F